tert-butyl 4-(5-(3'-chloro-5-fluoro-2-hydroxy-4'-(3-methyl-2-oxoimidazolidin-1-yl)-[1,1'-biphenyl]-3-yl)-2-cyanopyridin-3-yl)piperazine-1-carboxylate ClC=1C=C(C=CC1N1C(N(CC1)C)=O)C1=C(C(=CC(=C1)F)C=1C=C(C(=NC1)C#N)N1CCN(CC1)C(=O)OC(C)(C)C)O